FC1=C(C=C(C=C1)C=1N=NN(N1)CC1=C(C=CC(=C1)OC(F)(F)F)F)C(CS(=O)(=O)N)(C)O 2-(2-fluoro-5-(2-(2-fluoro-5-(trifluoromethoxy)benzyl)-2H-tetrazol-5-yl)phenyl)-2-hydroxypropane-1-sulfonamide